2-[(2R)-3-(3,4-Dihydro-1H-isochinolin-2-yl)-2-hydroxy-propyl]-6-(3-piperidylamino)-3,4-dihydroisochinolin-1-on C1N(CCC2=CC=CC=C12)C[C@H](CN1C(C2=CC=C(C=C2CC1)NC1CNCCC1)=O)O